5-Cyclopropyl-6-(3-methylimidazo[4,5-c]pyridin-7-yl)-3-[4-(pyrrolidin-1-ylmethyl)anilino]pyrazin-2-carboxamid C1(CC1)C=1N=C(C(=NC1C=1C2=C(C=NC1)N(C=N2)C)C(=O)N)NC2=CC=C(C=C2)CN2CCCC2